C1(CC1)N1N=CC=C1N 1-cyclopropyl-1H-pyrazol-5-amine